(S)-1-(cyclohexanecarbonyl)-N-((S)-1-(4-methoxyphenyl)-2-((4-methoxyphenyl)amino)-2-oxoethyl)pyrrolidine-2-carboxamide C1(CCCCC1)C(=O)N1[C@@H](CCC1)C(=O)N[C@H](C(=O)NC1=CC=C(C=C1)OC)C1=CC=C(C=C1)OC